N-hydroxy-7-((7-(3,4-dichlorophenyl)pyrazolo[1,5-a]pyrimidin-5-yl)amino)heptanamide ONC(CCCCCCNC1=NC=2N(C(=C1)C1=CC(=C(C=C1)Cl)Cl)N=CC2)=O